CC1=NOC(=C1C=1C=CC(=C(C1)N(C1=CC=C(C=C1)C1(CC1)C#N)CCC(CCNC=1C=C2CN(C(C2=CC1F)=O)C1ONOCC1)C)C)C (4-((5-(3,5-dimethylisoxazol-4-yl)-2-methylphenyl)(5-((2-(2,6-dioxapiperidin-3-yl)-6-fluoro-1-oxoisoindolin-5-yl)amino)-3-methylpentyl)amino)phenyl)cyclopropane-1-carbonitrile